C(C)(C)(CCC)[SiH3] tert-hexyl-silane